CC(CC1=CC=C(C=C1)B1OC(C(O1)(C)C)(C)C)(C)NC(OCC1=CC=CC=C1)=O benzyl (2-methyl-1-(4-(4,4,5,5-tetramethyl-1,3,2-dioxaborolan-2-yl)phenyl)propan-2-yl)carbamate